ClC1=C(OC=2C=C(C(=O)N3CCN(CC3)CC3=NC4=C(N3C[C@H]3OCC3)C=C(C=C4)C(=O)OC)C=CC2)C=CC(=C1)C methyl 2-({4-[3-(2-chloro-4-methylphenoxy)benzoyl] piperazin-1-yl}methyl)-1-{[(2S)-oxetan-2-yl]methyl}-1H-1,3-benzodiazole-6-carboxylate